4-cyclohexanedimethanol malonate C(CC(=O)O)(=O)O.C1(CCC(CC1)CO)CO